ALLYL-ALPHA-IONONE CC1=CCCC(C1/C=C/C(=O)CCC=C)(C)C